BrC=1C=C(C=CC1C(C)F)C(C(=O)O)CC 3-bromo-4-(1-fluoroethyl)-phenylbutyric acid